C(CCCCCCC)N(C(\C=C\C(=O)O)=O)CCCCCCCC N,N-di-n-octyl-fumaric acid amide